C(C)(C)(C)OC(=O)N1CCC(CC1)C#CCOC1=C(C(=CC(=C1)C(N)=O)[N+](=O)[O-])NC\C=C\CN (E)-4-(3-(2-((4-aminobut-2-en-1-yl)amino)-5-carbamoyl-3-nitrophenoxy)prop-1-yn-1-yl)piperidine-1-carboxylic acid tert-butyl ester